(R)-2-((3E,7E)-11-cyclohexylidene-4,8-dimethylundecane-3,7-dien-1-yl)-2,5,7,8-tetramethylchroman-6-ol C1(CCCCC1)=CCC/C(=C/CC/C(=C/CC[C@]1(OC2=C(C(=C(C(=C2CC1)C)O)C)C)C)/C)/C